ClC=1C=CC2=C(N(CC(O2)C(=O)NC23CC(C2)(C3)NC(COC3=CC(=C(C=C3)Cl)F)=O)C(C(C(F)F)(F)F)=O)C1 6-chloro-N-{3-[2-(4-chloro-3-fluorophenoxy)acetamido]bicyclo[1.1.1]pentan-1-yl}-4-(2,2,3,3-tetrafluoropropanoyl)-3,4-dihydro-2H-1,4-benzoxazine-2-carboxamide